BrC=1C=C2CCC(C2=C(C1)F)(C#N)O[Si](C)(C)C 5-bromo-7-fluoro-1-((trimethylsilyl)oxy)-2,3-dihydro-1H-indene-1-carbonitrile